BrC=1C=C([C@@H](C)N)C=CC1 (R)-3-bromo-α-methylbenzyl-amine